FC(S(=O)(=O)OC=1CCNC(C1)=O)(F)F 6-oxo-1,2,3,6-tetrahydropyridin-4-yl trifluoromethanesulfonate